4'-((2-(Tert-butyl)-1H-imidazol-1-yl)methyl)-3'-fluoro-N-(5-fluoropyrimidin-2-yl)-5-isobutyl-[1,1'-biphenyl]-2-sulfonamide C(C)(C)(C)C=1N(C=CN1)CC1=C(C=C(C=C1)C=1C(=CC=C(C1)CC(C)C)S(=O)(=O)NC1=NC=C(C=N1)F)F